2-(4-chloro-3-fluorophenoxy)-N-[3-(2-phenoxyacetamido)bicyclo[1.1.1]pentan-1-yl]acetamide ClC1=C(C=C(OCC(=O)NC23CC(C2)(C3)NC(COC3=CC=CC=C3)=O)C=C1)F